1-(7Z,10Z,13Z,16Z-docosatetraenoyl)-2-(9Z-octadecenoyl)-glycero-3-phosphocholine C(C=CC=C\C=C/C=CCCCCCCCCCCCCC)(=O)OCC(OC(C=CCCCCCCCCCCCCCCC)=O)COP(=O)([O-])OCC[N+](C)(C)C